N1(CCN(CCCN(CCC1)CC=1C(=C(C=C(C1)C)CNC(CO)O)O)CC=1C(=C(C=C(C1)C)CNC(CO)O)O)CC=1C(=C(C=C(C1)C)CNC(CO)O)O 1,1',1''-{1,4,8-triazacycloundecane-1,4,8-triyltris[methylene(2-hydroxy-5-methyl-3,1-phenylene)methyleneazanediyl]}tri(ethane-1,2-diol)